C(C1=CC=CC=C1)O[C@]1(C2=NN=C(C3=C(C=C(C(C(CCC=CCC1)=O)=N3)C(F)(F)F)NC(OC(C)(C)C)=O)O2)C(F)(F)F tert-Butyl N-[(6R)-6-benzyloxy-13-oxo-6,15-bis(trifluoromethyl)-19-oxa-3,4,18-triazatricyclo[12.3.1.12,5]nonadeca-1(17),2,4,9,14(18),15-hexaen-17-yl]carbamate